(3-chloro-2-fluorobenzyl)-N1-cyclopropylethane-1,2-diamine hydrochloride Cl.ClC=1C(=C(CC(CN)NC2CC2)C=CC1)F